C(C)(C)N1OC([C@H]2[C@H]1[C@H](C[C@](C2)(C2=CC=CC=C2)C)C)(C)C |r| rac-(3aR,5R,7S,7aR)-1-isopropyl-3,3,5,7-tetramethyl-5-phenyloctahydrobenzo[c]isoxazole